4-(3,6-diazabicyclo[3.1.1]heptan-3-yl)-2-(2,6-dioxopiperidin-3-yl)-5-fluoroisoindoline-1,3-dione C12CN(CC(N1)C2)C2=C1C(N(C(C1=CC=C2F)=O)C2C(NC(CC2)=O)=O)=O